1-(2-methoxypyrimidin-5-yl)-1H-pyrazole-4-carbaldehyde COC1=NC=C(C=N1)N1N=CC(=C1)C=O